O[C@H](CC[C@@H]([C@H](/C=C/[C@@H]([C@H](C=O)/C(=C/C1=CC(=CC=C1)S(=O)(=O)N1CCNCC1)/C)C)OC(=O)N1CCN(CC1)C)C)CC=O 4-methylpiperazine-1-carboxylic acid [(2s,3s,4E,6r,7s,10r)-10-hydroxy-3,7-dimethyl-12-oxo-2-[(E)-1-(3-piperazin-1-ylsulfonylphenyl) prop-1-en-2-yl]-1-oxododec-4-en-6-yl] ester